S1C(=CC=C1)C(=O)N1CC2=CC=CC=C2CC1C(=O)OCC Ethyl 2-(thiophene-2-carbonyl)-1,2,3,4-tetrahydroisoquinoline-3-carboxylate